3-[[4-(2,6-Dimethylphenyl)-6-[(2R)-2-(spiro[2.3]hexan-5-ylamino)propoxy]pyrimidin-2-yl]sulfamoyl]benzoic acid CC1=C(C(=CC=C1)C)C1=NC(=NC(=C1)OC[C@@H](C)NC1CC2(CC2)C1)NS(=O)(=O)C=1C=C(C(=O)O)C=CC1